tin antimony phosphate P(=O)([O-])([O-])[O-].[Sb+3].[Sn+4]